NC1=C(C=CC=C1)C(CC(C(=O)O)=O)=O 4-(2-aminophenyl)-2,4-diketo-butyric acid